Methyl 4-amino[2,2'-bithiophene]-5-carboxylate NC=1C=C(SC1C(=O)OC)C=1SC=CC1